5-fluoro-5'-methoxy-2,3'-bipyridine FC=1C=CC(=NC1)C=1C=NC=C(C1)OC